N[C@@]1(CN(C[C@H]1CCCB(O)O)S(NC[C@H](C)N)(=O)=O)C(=O)O |r| (rac)-trans-3-amino-1-(N-((S)-2-aminopropyl)sulfamoyl)-4-(3-boronopropyl)pyrrolidine-3-carboxylic acid